FC=1C=C(C2=C(C=C(O2)CNC(=O)C=2C=NN3C2N=CC=C3)C1)C(=O)OC1COC1 Oxetan-3-yl 5-fluoro-2-((pyrazolo[1,5-a]pyrimidine-3-carboxamido)methyl)benzofuran-7-carboxylate